4-[[6-(2-cyano-3,6-difluoro-phenoxy)-4-oxo-quinazolin-3-yl]methyl]-4-fluoro-piperidine-1-carboxylate C(#N)C1=C(OC=2C=C3C(N(C=NC3=CC2)CC2(CCN(CC2)C(=O)[O-])F)=O)C(=CC=C1F)F